CC=1C(=NC=CC1)NC1=NC(=NS1)C=1C=C(C#N)C=CN1 2-(5-(3-methyl-pyridin-2-ylamino)-1,2,4-thiadiazol-3-yl)isonicotinonitrile